COC(=O)C1=CC=C2C(=N1)N(C=N2)C[C@H]2OCC2 3-(((S)-oxetan-2-yl)methyl)-3H-imidazo[4,5-b]pyridine-5-carboxylic acid methyl ester